OCCCN(C(=O)C1=CC=C(C=C1)N1CCN(CCC1)C(=O)OCC1=CC=CC=C1)C benzyl 4-(4-((3-hydroxypropyl) (methyl) carbamoyl) phenyl)-1,4-diazacycloheptane-1-carboxylate